1-[(2-chlorophenyl)methyl]-1H-pyrazole-3-carboxylic acid ethyl ester C(C)OC(=O)C1=NN(C=C1)CC1=C(C=CC=C1)Cl